CC1=CC(=NN1C1=CC=C(C=C1)OC(F)(F)F)N1CCN(CC1)CCN1CCOCCC1 4-[2-[4-[5-methyl-1-[4-(trifluoromethoxy)phenyl]pyrazol-3-yl]piperazin-1-yl]ethyl]-1,4-oxazepane